CC(C=O)C1=C(C#N)C=CC=C1 (1-methyl-2-oxo-ethyl)benzonitrile